(1-methyl-1H-pyrazol-4-yl)methylamine CN1N=CC(=C1)CN